syn-cis-2,4,7,9-tetramethyldecen CC(=C)CC(CCC(CC(C)C)C)C